C[C@H]1N(C[C@@H](NC1)C1=CC=CC=C1)CCCC(=O)OC methyl 4-[(2R,5S)-2-methyl-5-phenylpiperazin-1-yl]butanoate